CC/C=C\\C/C=C\\C[C@@H](/C=C/C=C\\C/C=C\\C/C=C\\CCC(=O)O)OO The molecule is a hydroperoxy fatty acid that is (4Z,7Z,10Z,12E,16Z,19Z)-docosahexaenoic acid in which the hydroperoxy group is located at the 14(S)-position. It derives from an all-cis-docosa-4,7,10,13,16,19-hexaenoic acid. It is a conjugate acid of a 14(S)-HPDHE(1-).